[5-[(Z)-3-(2-Hydroxy-4-methoxyphenyl)-3-oxoprop-1-enyl]-2-methoxyphenyl] acetate C(C)(=O)OC1=C(C=CC(=C1)\C=C/C(=O)C1=C(C=C(C=C1)OC)O)OC